7-[(3S,5S)-3-amino-5-methyl-piperidine-1-yl]-1-cyclopropyl-8-methoxy-4-oxo-1,4-dihydroquinoline-3-carboxylic acid malate hemihydrate O.C(C(O)CC(=O)O)(=O)O.N[C@@H]1CN(C[C@H](C1)C)C1=CC=C2C(C(=CN(C2=C1OC)C1CC1)C(=O)O)=O.N[C@@H]1CN(C[C@H](C1)C)C1=CC=C2C(C(=CN(C2=C1OC)C1CC1)C(=O)O)=O.C(C(O)CC(=O)O)(=O)O